3-[(1S)-1-[5-(2,4-difluorophenyl)-1H-imidazol-2-yl]ethyl]-1-(4,4-dimethylpentanoylamino)-1-[2-[(2S)-2-methyl-1-piperidyl]-2-oxo-ethyl]urea FC1=C(C=CC(=C1)F)C1=CN=C(N1)[C@H](C)NC(N(CC(=O)N1[C@H](CCCC1)C)NC(CCC(C)(C)C)=O)=O